(2S)-2-[[(2S)-2,6-diaminohexanoyl]amino]-5-[4-[4-[[3-(2,3-difluoro-4-methoxyphenyl)imidazo[1,2-a]pyrazin-8-yl]amino]-2-methylbenzoyl]piperazin-1-yl]-5-oxopentanoic acid N[C@H](C(=O)N[C@H](C(=O)O)CCC(=O)N1CCN(CC1)C(C1=C(C=C(C=C1)NC=1C=2N(C=CN1)C(=CN2)C2=C(C(=C(C=C2)OC)F)F)C)=O)CCCCN